O[C@@]1(CN(CC1)C1=C(C=C(C=C1)C(F)(F)F)NC(=O)C=1OC(=CC1)C1CCOCC1)C (S)-N-(2-(3-hydroxy-3-methylpyrrolidin-1-yl)-5-(trifluoromethyl)-phenyl)-5-(tetrahydro-2H-pyran-4-yl)furan-2-carboxamide